(1R)-6-chloro-N-[2,4-difluoro-3-(8-methoxy-2-{[1-(pyridin-3-yl)piperidin-4-yl]amino}quinazolin-6-yl)phenyl]-1-hydroxy-2,3-dihydro-1H-indene-4-sulfonamide ClC=1C=C(C=2CC[C@H](C2C1)O)S(=O)(=O)NC1=C(C(=C(C=C1)F)C=1C=C2C=NC(=NC2=C(C1)OC)NC1CCN(CC1)C=1C=NC=CC1)F